4-(4-chlorobenzoyl)-3-oxo-3,4-dihydro-2H-pyridine ClC1=CC=C(C(=O)C2C(CNC=C2)=O)C=C1